C(C)(=O)OCC1(CC2=CC=CC=C2C1)C (2-METHYL-2-INDANYL)METHYL ACETATE